tetrabutylphosphonium hydrogencarbonate C(O)([O-])=O.C(CCC)[P+](CCCC)(CCCC)CCCC